(Z)-3-hydroxy-5-oxo-5-phenylpent-3-enoic acid ethyl ester C(C)OC(C/C(=C/C(C1=CC=CC=C1)=O)/O)=O